3-benzyl-4-methyloxazol-2(3H)-imine C(C1=CC=CC=C1)N1C(OC=C1C)=N